OC1=CC=C(C=C1)C1=CC=CC=C1 4'-hydroxybiphenyl